BrC1=CC=CC=2C=C(OC21)C(=O)N2CCN(CC2)C(=O)C2CN(CCC2)C(C)=O [3-({4-[(7-bromo-1-benzofuran-2-yl)carbonyl]piperazin-1-yl}carbonyl)piperidin-1-yl]ethanone